(R)-4-(2-(1H-indol-4-yl)-7-(morpholinylmethyl)thieno[3,2-d]pyrimidin-4-yl)-3-methylmorpholine N1C=CC2=C(C=CC=C12)C=1N=C(C2=C(N1)C(=CS2)CN2CCOCC2)N2[C@@H](COCC2)C